[Co+3].C(C)(C)(C)C1=CC(=NC=C1)N1N=CC=C1.C(C)(C)(C)C1=CC(=NC=C1)N1N=CC=C1.C(C)(C)(C)C1=CC(=NC=C1)N1N=CC=C1 tris[4-tert-butyl-2-(1H-pyrazol-1-yl)pyridine] cobalt(III)